C(=O)O.C(C)OCCN1N=C(C(=C1)NC(=O)C=1OC(=CC1)C=1C=NN(C1)CCC(C)C)C1=NC=CC=C1 N-(1-(2-ethoxyethyl)-3-(pyridin-2-yl)-1H-pyrazol-4-yl)-5-(1-isopentyl-1H-pyrazol-4-yl)furan-2-carboxamide, Formic Acid Salt